N(=[N+]=[N-])CCOCCOCCOCCNC(=O)C=1C=C(C=C(C1)NC(CBr)=O)NC(CBr)=O N,N'-(5-((2-(2-(2-(2-azidoethoxy)ethoxy)ethoxy)ethyl)carbamoyl)-1,3-phenylene)bis(2-bromoacetamide)